mercaptopropyl-triethoxysilane SCCC[Si](OCC)(OCC)OCC